1-(4-((7-methoxy-4-((1-methyl-1H-indazol-6-yl)amino)quinazolin-6-yl)oxy)piperidin-1-yl)prop-2-en-1-one COC1=C(C=C2C(=NC=NC2=C1)NC1=CC=C2C=NN(C2=C1)C)OC1CCN(CC1)C(C=C)=O